FC1(C(CN(CC1)C(C(=O)NC1=NC=C(C=C1)F)C)C1=CN(C(C=C1)=O)CC=1OC=CN1)F 2-(4,4-difluoro-3-(1-(oxazol-2-ylmethyl)-6-oxo-1,6-dihydropyridin-3-yl)piperidin-1-yl)-N-(5-fluoropyridin-2-yl)propanamide